CC1=NC(=CC(=C1)C(C1=CC=C(C#N)C=C1)O)C 4-((2,6-dimethylpyridin-4-yl)(hydroxy)methyl)benzonitrile